tert-Butyl trans,trans-4-(4-Methoxyphenyl)-2-methyl-5-{[(3-oxoisoindolin-5-yl)oxy]methyl}piperidine-1-carboxylate COC1=CC=C(C=C1)C1CC(N(CC1COC=1C=C2C(NCC2=CC1)=O)C(=O)OC(C)(C)C)C